C(#N)C1(CC1)NS(=O)(=O)C=1C=C(C2=C(N(C=3N2C=CN3)C=3SC(=NN3)C(F)F)C1)N1CCC3(COC3)CC1 N-(1-Cyanocyclopropyl)-9-(5-(difluoromethyl)-1,3,4-thiadiazol-2-yl)-5-(2-oxa-7-azaspiro[3.5]nonan-7-yl)-9H-benzo[d]imidazo[1,2-a]imidazole-7-sulfonamide